CN(C(CCCCCCCC\C=C/CCCCCCCC(=O)OCC)CCCCCCC)C ethyl (9Z)-19-(dimethylamino)hexacos-9-enoate